di-tert-butylamine C(C)(C)(C)NC(C)(C)C